8-fluoro-4-(1-(methylamino)ethyl)isoquinolin-1(2H)-one FC=1C=CC=C2C(=CNC(C12)=O)C(C)NC